5-(1-(3,5-Difluorophenyl)ethoxy)-3-(5-(2-Methyl-2-Azaspiro[3.3]heptan-6-yl)-1,4,5,6-Tetrahydropyrrolo[3,4-d]imidazol-2-yl)-1H-Indazol FC=1C=C(C=C(C1)F)C(C)OC=1C=C2C(=NNC2=CC1)C1=NC2=C(N1)CN(C2)C2CC1(CN(C1)C)C2